I[SiH](N([SiH](I)I)CC)I 1,1,3,3-tetraiodo-2-ethyldisilazane